FC(C1CC(N(CC1)S(=O)(=O)C1=CC=C(C)C=C1)C1=C(C=O)C=CC=C1)F (4-(Difluoromethyl)-1-tosylpiperidin-2-yl)benzaldehyde